FC(OC=1C(=NC=C(C1)C(F)(F)F)N[C@]1(CCCC2=C(C=CC=C12)F)CO)F (S)-(1-((3-(difluoromethoxy)-5-(trifluoromethyl)pyridin-2-yl)amino)-5-fluoro-1,2,3,4-tetrahydronaphthalen-1-yl)methanol